(8aR)-7-(((S)-5-(ethoxycarbonyl)-6-(3-fluoro-2-methylphenyl)-2-(thiazol-2-yl)-3,6-dihydropyrimidin-4-yl)methyl)-2-(3-(hydroxymethyl)bicyclo[1.1.1]pentan-1-yl)-3-oxooctane C(C)OC(=O)C1=C(NC(=N[C@H]1C1=C(C(=CC=C1)F)C)C=1SC=CN1)CC(CCCC(C(C)C12CC(C1)(C2)CO)=O)C